(11-carboxyundecyl)(1-methyl-1H-pyrazol-4-yl)diphenylphosphonium C(=O)(O)CCCCCCCCCCC[P+](C1=CC=CC=C1)(C1=CC=CC=C1)C=1C=NN(C1)C